2-(3-{[5-methoxy-1-(2-methylpropyl)-1H-pyrazol-4-yl]amino}-1-methyl-1H-indazol-6-yl)propan-2-ol COC1=C(C=NN1CC(C)C)NC1=NN(C2=CC(=CC=C12)C(C)(C)O)C